3,3-Dimethyl-1-(3-((2-((3-methyl-1-(1-methylpyrrolidin-3-yl)-1H-pyrazol-4-yl)amino)-5-(trifluoromethyl)pyrimidin-4-yl)amino)propyl)azetidin-2-on CC1(C(N(C1)CCCNC1=NC(=NC=C1C(F)(F)F)NC=1C(=NN(C1)C1CN(CC1)C)C)=O)C